CC1CO1 3-Methyl-oxirane